NC1=C(C=C(C=C1)C=1C=CC2=C(C=3CN(C(C3C=C2)=O)CC(C(=O)N)=C)C1)OCC 2-{[8-(4-amino-3-ethoxyphenyl)-3-oxo-1H,2H,3H-benzo[e]isoindol-2-yl]methyl}prop-2-enamide